C1(CC1)C1=CC=CC(=N1)OCC1CC12CCN(CC2)S(=O)(=O)N ([(6-cyclopropylpyridin-2-yl)oxy]methyl)-6-azaspiro[2.5]octane-6-sulfonamide